2-(10-hydroxydecyl)-5,6-dimethoxy-3-methyl-cyclohexa-2,5-diene-1,4-dione OCCCCCCCCCCC=1C(C(=C(C(C1C)=O)OC)OC)=O